4-methyl-N-(4-phenoxyphenyl)benzenesulfonamide CC1=CC=C(C=C1)S(=O)(=O)NC1=CC=C(C=C1)OC1=CC=CC=C1